6-ethoxy-1H-pyrazolo[3',4':3,4]Pyrazolo[1,5-a]Pyridine C(C)OC=1C=CC=2N(C1)N=C1C2C=NN1